5-[(2S,5R)-4,4-Difluoro-5-methyl-2-piperidyl]-1H-indazole FC1(C[C@H](NC[C@H]1C)C=1C=C2C=NNC2=CC1)F